N-(5-((1H-pyrazol-1-yl)methyl)-3,4-dihydro-2H-benzopyrano[8,7-d]isoxazol-9-yl)-2-methoxybenzenesulfonamide N1(N=CC=C1)CC1=CC2=C(C(=NO2)NS(=O)(=O)C2=C(C=CC=C2)OC)C2=C1CCCO2